(2S)-2-((2S)-3-cyclohexyl-2-(((2-methyl-1-phenylpropoxy)carbonyl)amino)propanamido)-3-((S)-2-oxopyrrolidin-3-yl)propanoic acid C1(CCCCC1)C[C@@H](C(=O)N[C@H](C(=O)O)C[C@H]1C(NCC1)=O)NC(=O)OC(C(C)C)C1=CC=CC=C1